C(C)ON1C(N(C2=C1C=C(C=C2)C(F)(F)F)C)C2=C(C=CC(=N2)C(=O)N(C)C)S(=O)(=O)C N'-ethoxy-N,N-dimethyl-5-methylsulfonyl-6-[1-methyl-5-(trifluoromethyl)benzimidazol-2-yl]pyridine-2-carboxamide